ClC1=CC(=C2C=NNC2=C1)C1(C[C@H]2C([C@H]2C1)NC(=O)NC1=CC=CC=C1)O 1-((1r,3r,5s,6r)-3-(6-chloro-1H-indazol-4-yl)-3-hydroxy-bicyclo[3.1.0]hexane-6-yl)-3-phenylurea